tert-butyl (R)-9-((tert-butoxycarbonyl)amino)-10-nitro-1,2,4,4a,5,6-hexahydro-3H,12H-benzo[b]pyrazino[1,2-e][1,5]oxazocine-3-carboxylate C(C)(C)(C)OC(=O)NC=1C(=CC2=C(OCC[C@H]3N(C2)CCN(C3)C(=O)OC(C)(C)C)C1)[N+](=O)[O-]